C1(=CC=CC=C1)S(=O)(=O)N1C=C(C2=CC=CC=C12)B1OC(C(O1)(C)C)(C)C 1-(phenylsulfonyl)-3-(4,4,5,5-tetramethyl-1,3,2-dioxaborolan-2-yl)-1H-indole